C=NCC1C2=C(NC(CC1)=O)C=CC=C2 5-((Methyleneamino)methyl)-1,3,4,5-tetrahydro-2H-benzo[b]azepin-2-one